1-(3-(3-(4-(trifluoromethyl)phenyl)-1H-pyrazolo[4,3-b]pyridin-1-yl)azetidin-1-yl)propan-2-en-1-one FC(C1=CC=C(C=C1)C1=NN(C=2C1=NC=CC2)C2CN(C2)C(C=C)=O)(F)F